2-(8-chloro-9-fluoro-5,5-dioxido-6H-dibenzo[c,e][1,2]thiazin-6-yl)-N-cyclohexylacetamide ClC=1C(=CC2=C(N(S(C3=C2C=CC=C3)(=O)=O)CC(=O)NC3CCCCC3)C1)F